aniline maleate C(\C=C/C(=O)O)(=O)O.NC1=CC=CC=C1